3-(N-(4-bromophenyl)sulfamoyl)-N-(4-chlorophenyl)benzamide BrC1=CC=C(C=C1)NS(=O)(=O)C=1C=C(C(=O)NC2=CC=C(C=C2)Cl)C=CC1